2-Hydroxy-2-methyl-1-[4-[[2-oxo-2-[4-(3-oxo-3-phenylprop-1-enyl)phenyl]ethoxy]methoxy]phenyl]propan-1-one OC(C(=O)C1=CC=C(C=C1)OCOCC(C1=CC=C(C=C1)C=CC(C1=CC=CC=C1)=O)=O)(C)C